CN(CCN1N=C2C=C(C=CC2=C1)[C@@H]1NC[C@H](CC1)C)C N,N-dimethyl-2-[6-[(2R,5S)-5-methyl-2-piperidyl]indazol-2-yl]ethanamine